C(C)(C)(C)OC(=O)N1C(CCC1)CCN1C(C2=CC(=C(C=C2C=C1)C1=NC=C(C=N1)C(F)(F)F)F)=O 2-(2-(7-fluoro-1-oxo-6-(5-(trifluoromethyl)pyrimidin-2-yl)isoquinoline-2(1H)-yl)ethyl)pyrrolidine-1-carboxylic acid tert-butyl ester